C(=O)O.C(C)C1(C(N[C@H](C1)CN1CCN(CC1)C1=CC=CC=C1)=O)CC (R)-3,3-diethyl-5-((4-phenylpiperazin-1-yl)methyl)pyrrolidin-2-one formate